C1(CC1)C1=NC=NC(=C1C1=NC=C(C(N1CC1=CC=C(C=C1)N1N=C(C=C1OCC)C(F)(F)F)=O)C)OC 2-(4-cyclopropyl-6-methoxy-pyrimidin-5-yl)-3-[[4-[5-ethoxy-3-(trifluoromethyl)pyrazol-1-yl]phenyl]methyl]-5-methyl-pyrimidin-4-one